C(#N)C1=CC(=C(COC2=CC=CC(=N2)C2[C@H]3CN(C[C@@H]23)CC2=NC3=C(N2C[C@H]2OCCC2)C=C(C=C3)C(=O)O)C=C1)F 2-(((1R,5S,6S)-6-(6-((4-Cyano-2-fluorobenzyl)oxy)pyridin-2-yl)-3-azabicyclo[3.1.0]hexan-3-yl)methyl)-1-(((S)-tetrahydrofuran-2-yl)methyl)-1H-benzo[d]imidazole-6-carboxylic acid